methyl (R)-1-(6-methylimidazo[1,2-a]pyridine-3-carboxamido)-2,3-dihydro-1H-indene-5-carboxylate CC=1C=CC=2N(C1)C(=CN2)C(=O)N[C@@H]2CCC1=CC(=CC=C21)C(=O)OC